C(C)C1=CC=C(C=C1)S(=O)(=O)C1=NC2=CC=C(C=C2C(=C1)N1CCN(CC1)C(C)C)OC (4-ethylphenyl)sulfonyl-4-(4-isopropylpiperazin-1-yl)-6-methoxyquinoline